ethyl-N-phenyl-α-allylglycine C(C)N(C(C(=O)O)CC=C)C1=CC=CC=C1